2-hydroxy-3-methacryloyloxypropyltrimethylammonium OC(C[N+](C)(C)C)COC(C(=C)C)=O